1-(2-chlorothieno[3,2-d]pyrimidin-4-yl)piperidine-4-carboxylic acid ClC=1N=C(C2=C(N1)C=CS2)N2CCC(CC2)C(=O)O